2-methyl-4-oxobutanamide CC(C(=O)N)CC=O